N-(4-((4-phenethyl-4-phenylpiperidin-1-yl)methyl)phenyl)acetamide C(CC1=CC=CC=C1)C1(CCN(CC1)CC1=CC=C(C=C1)NC(C)=O)C1=CC=CC=C1